ClC=1C=C(C=C(C1)F)N1CC(C=2C=C(N=CC2C1)C(=O)O)C1CCCCC1 7-(3-chloro-5-fluorophenyl)-5-cyclohexyl-5,6,7,8-tetrahydro-2,7-naphthyridine-3-carboxylic acid